1-(4-chlorophenyl)-N-[3-(4-ethyl-5-fluoro-6-oxo-1,6-dihydropyrimidin-2-yl)-2-fluoro-4-(trifluoromethyl)benzyl]piperidine-4-carboxamide cobalt-chromium-tantalum [Ta].[Cr].[Co].ClC1=CC=C(C=C1)N1CCC(CC1)C(=O)NCC1=C(C(=C(C=C1)C(F)(F)F)C=1NC(C(=C(N1)CC)F)=O)F